N[C@@H](C(C)(O)C)CC (R)-3-amino-2-methylpentan-2-ol